FC1=C(C=C(C=C1)OC)C=CC(CC)=O 1-(2-fluoro-5-methoxyphenyl)pent-1-en-3-one